5-(2,4-difluorophenyl)-1,3,4-thiadiazole-2-carboxamide FC1=C(C=CC(=C1)F)C1=NN=C(S1)C(=O)N